(R)-2-((2,2-dimethoxyethyl)amino)-N-(3,4-dimethoxyphenethyl)-4,4-dimethylpentanamide COC(CN[C@@H](C(=O)NCCC1=CC(=C(C=C1)OC)OC)CC(C)(C)C)OC